ClC1=C(OC(C(=O)N[C@H]2C[C@H](N(CC2)C)C)C)C=CC=C1 2-(2-chlorophenoxy)-N-((2R,4R)-1,2-dimethylpiperidin-4-yl)propanamide